vinylpyridine butyric acid salt C(CCC)(=O)O.C(=C)C1=NC=CC=C1